FC1=C(C=C(C(=C1)F)O)B(O)O (2,4-difluoro-5-hydroxyphenyl)boronic acid